C(C)(C)(C)C=1C=C(C=C(C1O)C(C)(C)C)C(C(=O)N)(C)CCCCCCC(C(=O)N)(C)C1=CC(=C(C(=C1)C(C)(C)C)O)C(C)(C)C hexamethylenebis(3,5-di-tert-butyl-4-hydroxyphenyl-propionamide)